tert-butyl (3,3-difluoroazetidine-1-carbonyl)glycinate FC1(CN(C1)C(=O)NCC(=O)OC(C)(C)C)F